BrC=1C=CC=2N(C1)C(=CN2)C2=NC(=NC=C2F)NC2CCN(CC2)C 4-(6-Bromoimidazo[1,2-a]pyridin-3-yl)-5-fluoro-N-(1-methylpiperidin-4-yl)pyrimidin-2-amine